Glycine-2,2-d NC(C(=O)O)([2H])[2H]